N[C@@H]1C[C@](CCC1)(O)CN1C(C2=CC(=C(C=C2C=C1)Br)F)=O 2-(((1S,3S)-3-amino-1-hydroxycyclohexyl)methyl)-6-bromo-7-fluoroisoquinolin-1(2H)-one